1-cyclopropyl-2-(3,4-dimethoxyphenyl)-6-(4-((3aR,6aS)-5-isopropylhexahydropyrrolo[3,4-c]pyrrol-2(1H)-yl)phenyl)-1H-imidazo[4,5-c]pyridine C1(CC1)N1C(=NC=2C=NC(=CC21)C2=CC=C(C=C2)N2C[C@@H]1CN(C[C@@H]1C2)C(C)C)C2=CC(=C(C=C2)OC)OC